C(C)(=O)N1CCC(CC1)(C)NC(C)=O N-(1-acetyl-4-methylpiperidin-4-yl)acetamide